BrC1=C(C(=CC=C1)\C=C(/SC)\S(=O)C)OC(F)(F)F 1-bromo-3-[(E)-2-methanesulfinyl-2-(methylsulfanyl)ethenyl]-2-(trifluoromethoxy)benzene